5-(trifluoromethyl)piperidine-1-carboxylic acid tert-butyl ester C(C)(C)(C)OC(=O)N1CCCC(C1)C(F)(F)F